butyl (3S,4R)-3-fluoro-4-hydroxypiperidine-1-carboxylate F[C@H]1CN(CC[C@H]1O)C(=O)OCCCC